FC1=C(C(=CC=C1C(=O)C1=CNC2=NC=C(C=C21)C2=C(C=NC=C2)C)F)NS(=O)(=O)CCC N-(2,6-difluoro-3-(5-(3-methylpyridin-4-yl)-1H-pyrrolo[2,3-b]pyridine-3-carbonyl)phenyl)propane-1-sulfonamide